2-(4,4-difluorocyclohexyl)-6-(2-(6-(1-(4-fluorobenzyl)-1H-pyrazole-4-carbonyl)-2-(1-(trifluoromethyl)cyclopropane-1-carbonyl)-2,6-diazaspiro[3.4]octan-8-yl)ethyl)benzoic acid FC1(CCC(CC1)C1=C(C(=O)O)C(=CC=C1)CCC1CN(CC12CN(C2)C(=O)C2(CC2)C(F)(F)F)C(=O)C=2C=NN(C2)CC2=CC=C(C=C2)F)F